triethylhexyl Acetylcitrate C(C)(=O)C(C(=O)OCCCCCC(CC)(CC)CC)C(O)(C(=O)[O-])CC(=O)[O-]